(S)-8-(2-amino-6-((R)-1-(5-chloro-3'-fluoro-4'-methyl-[1,1'-biphenyl]-2-yl)-2,2,2-trifluoroethoxy)pyrimidin-4-yl)-2,8-diazaspiro[4.5]decane-3-carboxylic acid NC1=NC(=CC(=N1)N1CCC2(C[C@H](NC2)C(=O)O)CC1)O[C@@H](C(F)(F)F)C1=C(C=C(C=C1)Cl)C1=CC(=C(C=C1)C)F